O=C1NC(CCC1N1C(N(C2=C1C=CC(=C2)CN2CCC(CC2)CC2CCN(CC2)C(=O)OC(C)(C)C)C)=O)=O Tert-butyl 4-[[1-[[1-(2,6-dioxo-3-piperidyl)-3-methyl-2-oxo-benzimidazol-5-yl]methyl]-4-piperidyl]methyl]piperidine-1-carboxylate